C(C)(C)(C)[C@@H]1CC[C@H](CC1)O trans-4-tert.-butyl-cyclohexanol